CC1=NOC=C1C=1C=CC=C(C1)O 5-(3-methylisoxazol-4-yl)phenol